C1CCC12CCOCC2 7-oxaspiro[3.5]nonan